6-[2-chloro-6-fluoro-3-(5-fluoro-2-methoxypyridine-3-sulfonamido)phenyl]-N-methyl-5H,6H,7H,8H-imidazo[1,5-a]pyridine-1-carboxamide ClC1=C(C(=CC=C1NS(=O)(=O)C=1C(=NC=C(C1)F)OC)F)C1CCC=2N(C1)C=NC2C(=O)NC